FC=1C=C(C=NC1)C=1C=CC(=C(C1)NC1=NC=NC2=CC(=C(C=C12)OC1CCN(CC1)C(C=C)=O)OC)OC 1-(4-((4-((5-(5-fluoropyridin-3-yl)-2-methoxyphenyl)amino)-7-methoxyquinazolin-6-yl)oxy)piperidin-1-yl)prop-2-en-1-one